diisooctyl-ammonium C(CCCCC(C)C)[NH2+]CCCCCC(C)C